C1CC12CN(C2)C(CN2C(C(=CC=1C2=NC=C(N1)N1C(N(CC1)CC(=O)OC(C)(C)C)=O)C(NCC1=CC=C(C=C1)Cl)=O)=O)=O tert-butyl [3-(5-[2-(5-azaspiro[2.3]hexan-5-yl)-2-oxoethyl]-7-{[(4-chlorophenyl)methyl]carbamoyl}-6-oxo-5,6-dihydropyrido[2,3-b]pyrazin-2-yl)-2-oxoimidazolidin-1-yl]acetate